[Pd].[Cr].CC1OC(OC1)=O 4-methyl-2-oxo-1,3-dioxolane chromium-palladium